C(CCCC)C1=CC=C(C=C1)C#CC1=C(C=C(C=C1)/C(=C(/I)\F)/F)CC 1-(4-n-pentyl-phenylethynyl)-2-ethyl-4-(Z-1,2-difluoro-2-iodovinyl)benzene